ClC1=C(C=C(C=C1)N1C(CCCC12CCN(CC2)C=2OC(=NN2)C2=CC=CC=C2)=O)F 1-(4-chloro-3-fluorophenyl)-9-(5-phenyl-1,3,4-oxadiazol-2-yl)-1,9-diazaspiro[5.5]undecan-2-one